(4aR,8aS)-6-(2-(4-(trifluoromethyl)phenyl)-2,6-diazaspiro[3.4]octane-6-carbonyl)hexahydro-2H-pyrido[4,3-b][1,4]oxazin-3(4H)-one FC(C1=CC=C(C=C1)N1CC2(C1)CN(CC2)C(=O)N2C[C@@H]1[C@@H](OCC(N1)=O)CC2)(F)F